C(C)(C)(C)OC(N(C)CCCCCCCBr)=O (7-Bromoheptyl)(methyl)carbamic acid tert-butyl ester